(S)-2-((8-(1-cyclopropyl-1H-pyrazol-4-yl)-6-(4-(difluoromethyl)phenyl)-[1,2,4]triazolo[1,5-a]pyrazin-2-yl)amino)propan-1-ol C1(CC1)N1N=CC(=C1)C=1C=2N(C=C(N1)C1=CC=C(C=C1)C(F)F)N=C(N2)N[C@H](CO)C